C1(=CC=CC=C1)[C@H]1[C@@H](CN(C1)C(=O)OC(C)(C)C)C(NC=1C=NC=CC1)=O tert-Butyl (S)-trans-4-phenyl-3-(pyridin-3-ylcarbamoyl)pyrrolidine-1-carboxylate